(2R)-2-[[(3-chloropyridin-2-yl)oxy]methyl]-4,4-dimethylpyrrolidine-1-carboxylic acid tert-butyl ester C(C)(C)(C)OC(=O)N1[C@H](CC(C1)(C)C)COC1=NC=CC=C1Cl